C1(CC1)N1N=C(C2=C(C1=O)C(=C(C(N2C)=O)C)NC2=C(C=C(C=C2)I)F)C=2C=C(C=CC2)NC(C)=O N-[3-[6-cyclopropyl-4-(2-fluoro-4-iodo-anilino)-1,3-dimethyl-2,5-dioxo-pyrido[2,3-d]pyridazin-8-yl]phenyl]acetamide